(R)-5-chloro-N-(8,9-difluoro-6-oxo-1,4,5,6-tetrahydro-2H-pyrano[3,4-c]isoquinolin-1-yl)-N-methyl-6-(trifluoromethyl)nicotinamide ClC=1C(=NC=C(C(=O)N(C)[C@H]2COCC=3NC(C=4C=C(C(=CC4C32)F)F)=O)C1)C(F)(F)F